CC1=CC=C2C=3C=CC=CC3C=CC2=C1 7-methylphenanthrene